3-amino-6-chloro-2-(5-(methyl-d3)-1-(tetrahydro-2H-pyran-2-yl)-1H-indazol-4-yl)isonicotinic acid ethyl ester C(C)OC(C1=C(C(=NC(=C1)Cl)C1=C2C=NN(C2=CC=C1C([2H])([2H])[2H])C1OCCCC1)N)=O